ClC=1C(=C(C=C(C1)F)[C@H](C)N1C([C@@H](CCC1)O)=O)COC1=CC=C(C=C1)OC (R)-1-((s)-1-(3-Chloro-5-fluoro-2-((4-methoxyphenoxy)methyl)phenyl)ethyl)-3-hydroxypiperidin-2-one